[C+4].[Se-2].[Se-2].[V+5] vanadium diselenide carbon